CC12C(CC(CC1)C2(C)C)N 1,7,7-trimethylbicyclo[2.2.1]heptan-2-amine